(3R)-N-[5-(5-cyano-2-methylphenyl)-1H-indazol-3-yl]piperidine-3-carboxamide hydrochloride Cl.C(#N)C=1C=CC(=C(C1)C=1C=C2C(=NNC2=CC1)NC(=O)[C@H]1CNCCC1)C